C(CCCCC)[C@@H]1CC(NC1)=O (R)-4-hexylpyrrolidin-2-one